ClC=1C(NC2=CC=C(C=C2C1)I)=O 3-chloro-6-iodo-1H-quinolin-2-one